ClC=1C(=CC(=C(C(=O)NS(=O)(=O)N2CC(C2)N(C)C)C1)F)OCC1CCCC1 5-chloro-4-(cyclopentylmethoxy)-N-((3-(dimethylamino)azetidin-1-yl)sulfonyl)-2-fluorobenzamide